ClC1=C(C=C(C=2C[C@]3(C(=CCC[C@H]3C)OCC)OC21)OCC)C=2OC(=NN2)CC (2S,5'R)-7-chloro-6-(5-ethyl-1,3,4-oxadiazol-2-yl)-3',4-diethoxy-5'-methyl-spiro[benzofuran-2,4'-cyclohex-2-ene]